(3R)-methoxyl-methoxyglutaric acid chloride O(C)C(C(=O)Cl)(CCC(=O)Cl)OC